2-(6-(((1R,2S)-2-((E)-1-phenylbut-1-en-2-yl)cyclopropyl)amino)-2-azaspiro[3.3]Heptan-2-yl)ethanol bis(2,2,2-trifluoroacetate) FC(C(=O)O)(F)F.FC(C(=O)O)(F)F.C1(=CC=CC=C1)\C=C(/CC)\[C@H]1[C@@H](C1)NC1CC2(CN(C2)CCO)C1